OC1(CC1)C1=NN(C=N1)C1CC2(CN(C2)C(=O)N2CC3(C2)CC(C3)CC3=CC(=NN3)C(F)(F)F)C1 [6-[3-(1-hydroxycyclopropyl)-1,2,4-triazol-1-yl]-2-azaspiro[3.3]heptan-2-yl]-[6-[[3-(trifluoromethyl)-1H-pyrazol-5-yl]methyl]-2-azaspiro[3.3]heptan-2-yl]methanone